CC1CC(C2CCC2C1OC=1C=C2C3(C(NC2=CC1)=O)CCC3)OCC(=O)O 2-((4-methyl-5-((2'-oxospiro[cyclobutan-1,3'-indolin]-5'-yl)oxy)bicyclo[4.2.0]oct-2-yl)oxy)acetic acid